F\C(=C/C=1C(=C(C=CC1)C1=CC=CC=C1)C)\C1=CC(=C(CN2[C@@H](CCCC2)C(=O)O)C=C1C(F)(F)F)OC (S,Z)-1-(4-(1-Fluoro-2-(2-methyl-[1,1'-biphenyl]-3-yl)vinyl)2-methoxy-5-Trifluoromethylbenzyl)piperidine-2-carboxylic acid